2-(5-(3,5-dichlorophenyl)-5-(trifluoromethyl)-4,5-dihydroisoxazol-3-yl)-N-(2-methylbut-3-yn-2-yl)-2,3-dihydro-1H-pyrrolo[3,4-c]pyridine-6-carboxamide ClC=1C=C(C=C(C1)Cl)C1(CC(=NO1)N1CC=2C=NC(=CC2C1)C(=O)NC(C)(C#C)C)C(F)(F)F